ClC=1C=C(C=2N(N1)C=CN2)[C@@H]2[C@H](C2)C2=NN(C=C2)C(F)F 6-chloro-8-((1S,2S)-2-(1-(difluoromethyl)-1H-pyrazol-3-yl)cyclopropyl)imidazo[1,2-b]pyridazine